CC1=C(C(=CC(=C1)C(C)(C)C)C)S(=O)(=O)C(F)(F)F 2,6-dimethyl-4-tert-butyl-trifluoromethylsulfonyl-benzene